O1CCC(CC1)N1C=C2C=NN=CC2=CC1=O 6-(tetrahydro-2H-pyran-4-yl)pyrido[3,4-d]pyridazin-7(6H)-one